N-((1-(3-fluorophenyl)-1H-tetrazol-5-yl)methyl)-N-methyl-cyclohexylamine FC=1C=C(C=CC1)N1N=NN=C1CN(C)C1CCCCC1